(2,3,4,5,6-pentafluorophenyl) borate B(OC1=C(C(=C(C(=C1F)F)F)F)F)([O-])[O-]